BrC1=C([C@H]2C[C@H]([C@@H]1O2)F)C(=O)OC Methyl (1R,4S,5R)-3-bromo-5-fluoro-7-oxabicyclo[2.2.1]hept-2-ene-2-carboxylate